N1=C2C(=C(C=C1)C(=O)N1[C@H](C=3C(CC1)=C(N(N3)C)C3=CC(=C(C(=C3)F)F)F)C)CCOC2 6,8-dihydro-5H-pyrano[3,4-b]pyridin-4-yl-[(7S)-2,7-dimethyl-3-(3,4,5-trifluorophenyl)-5,7-dihydro-4H-pyrazolo[3,4-c]pyridin-6-yl]methanone